3-Amino-2-[(3-bromo-4-methoxyphenyl)methyl]propan-1-ol hydrochloride Cl.NCC(CO)CC1=CC(=C(C=C1)OC)Br